N-[(1s,2r)-3,3-difluoro-2-hydroxycyclohexyl]-3-oxo-2-(pyridin-3-yl)-6-[4-(trifluoromethoxy)phenyl]-2,3-dihydropyridazine-4-carboxamide FC1([C@@H]([C@H](CCC1)NC(=O)C=1C(N(N=C(C1)C1=CC=C(C=C1)OC(F)(F)F)C=1C=NC=CC1)=O)O)F